N-[1-(4-bromophenyl)ethyl]-N-methylacetamide BrC1=CC=C(C=C1)C(C)N(C(C)=O)C